3-(2,2-dimethylpropyl)-4-fluoro-1,2-oxazol-5-amine CC(CC1=NOC(=C1F)N)(C)C